2-methyl-1-oxooctahydro-1H-pyrido[1,2-c]pyrimidine-7-carboxylic acid CN1C(N2C(CC1)CCC(C2)C(=O)O)=O